3-Methyl-3-(4-(pentafluoro-λ6-sulfaneyl)benzoyl)azetidine-1-carboxylic acid tert-butyl ester C(C)(C)(C)OC(=O)N1CC(C1)(C(C1=CC=C(C=C1)S(F)(F)(F)(F)F)=O)C